C(C)OC(=O)C1=NC2=CC(=C(C=C2C(=N1)N[C@H](C)C1=CC(=CC(=C1)C(F)(F)F)N)OCCOC)OC (R)-4-((1-(3-amino-5-(trifluoromethyl)phenyl)ethyl)amino)-7-methoxy-6-(2-methoxyethyl-oxy)quinazoline-2-carboxylic acid ethyl ester